rel-(S*)-6-((R)-1-amino-2-hydroxyethyl)-4-(4-methoxybenzyl)morpholin-3-one N[C@H](CO)[C@H]1OCC(N(C1)CC1=CC=C(C=C1)OC)=O |o1:4|